2-(3-bromo-2-methylphenyl)-6-cyclopropylbenzo[d]oxazole-5-carboxylic acid methyl ester COC(=O)C=1C(=CC2=C(N=C(O2)C2=C(C(=CC=C2)Br)C)C1)C1CC1